4-methylpyrimidinecarboxylic acid tert-butyl ester C(C)(C)(C)OC(=O)C1=NC=CC(=N1)C